N-[(1S)-2-[[5-(3,5-dimethyl-1H-pyrazol-4-yl)-6-fluoro-2-pyridyl]amino]-1-(4-methylcyclohexyl)-2-oxo-ethyl]-3-methyl-isoxazole-4-carboxamide CC1=NNC(=C1C=1C=CC(=NC1F)NC([C@H](C1CCC(CC1)C)NC(=O)C=1C(=NOC1)C)=O)C